CN1C(C(CCC1=O)N1C(N(C2=C1C=CC=C2C2CCN(CC2)CC2CCNCC2)C)=O)=O 1-methyl-3-[3-methyl-2-oxo-4-[1-(4-piperidylmethyl)-4-piperidyl]benzimidazol-1-yl]piperidine-2,6-dione